FC=1C=C(C=C(C1N)F)C12CC3(CC(CC(C1)C3)C2)C2=CC(=C(C(=C2)F)N)F 1,3-bis(3,5-difluoro-4-aminophenyl)adamantane